NC=1C=C(C=C(C1)C(F)(F)F)[C@@H](C)NC1=NC=CC2=C1C=C(S2)C=2CCN(CC2)C(=O)OC(C)(C)C tert-butyl 4-(4-{[(1R)-1-[3-amino-5-(trifluoromethyl)phenyl]ethyl]amino}thieno[3,2-c]pyridin-2-yl)-1,2,3,6-tetrahydropyridine-1-carboxylate